CNC(C(CO)O)=O N-methyl-2,3-dihydroxypropionamide